ClC1=C(C=C(C=C1)N1CC(C2=NC(=CC=C21)C(=O)N2C(C(N(CC2)CC)=O)(C)C)(C)C)F 4-(1-(4-chloro-3-fluorophenyl)-3,3-dimethyl-2,3-dihydro-1H-pyrrolo[3,2-b]pyridine-5-carbonyl)-1-ethyl-3,3-dimethylpiperazin-2-one